CC1=CC=C(C=N1)C1(NC(NC1=O)=O)CCC(=O)OC(C)(C)C tert-butyl 3-[4-(6-methyl-3-pyridyl)-2,5-dioxo-imidazolidin-4-yl]propanoate